(4-azidophenyl)methylamine hydrochloride Cl.N(=[N+]=[N-])C1=CC=C(C=C1)CN